ClC=1C=C2C(=NC(N3C2=C(C1C1=C(C=C(C=C1)F)F)OCCC3)=O)N3[C@H](CN[C@@H](C3)C)C 10-chloro-11-(2,4-difluorophenyl)-8-((2S,5R)-2,5-dimethylpiperazin-1-yl)-3,4-dihydro-[1,4]oxazepino[2,3,4-ij]quinazolin-6(2H)-one